(Exo)-5-hexyl-3a-(1-(4-hydroxyphenyl)vinyl)-4-phenyl-1,2,3,3a,6,6a-hexahydropentalen-1-ol C(CCCCC)C1=C(C2(CCC(C2C1)O)C(=C)C1=CC=C(C=C1)O)C1=CC=CC=C1